4,4'-azobisbenzoyl dichloride N(=NC1=CC=C(C(=O)Cl)C=C1)C1=CC=C(C(=O)Cl)C=C1